2-(1-piperidyl)ethanol N1(CCCCC1)CCO